N[C@@]1(CN(CC1)C1=C(C=NC(=C1C=1C=NN(C1)C1CC1)C)C(=O)N[C@@H](C)C1CC1)C 4-[(3S)-3-amino-3-methylpyrrolidin-1-yl]-5-(1-cyclopropyl-1H-pyrazol-4-yl)-N-[(1S)-1-cyclopropylethyl]-6-methylpyridine-3-carboxamide